N[C@@H](C)C1=CC(=C(C(=O)OC)C=C1)OC (S)-methyl 4-(1-aminoethyl)-2-methoxybenzoate